ethyl-3-methylpyridinium bis(trifluoromethanesulfonyl)imide [N-](S(=O)(=O)C(F)(F)F)S(=O)(=O)C(F)(F)F.C(C)[N+]1=CC(=CC=C1)C